(3-hydroxypropyl)-4-methoxy-1H-pyrazole-3-carboxamide OCCCN1N=C(C(=C1)OC)C(=O)N